[Ir]=O.[Ru].[Y] yttrium ruthenium iridium oxide